1-((2,3-dihydrobenzofuran-5-yl)sulfonyl)-N-(quinolin-7-yl)piperidine-4-carboxamide O1CCC2=C1C=CC(=C2)S(=O)(=O)N2CCC(CC2)C(=O)NC2=CC=C1C=CC=NC1=C2